N-(5-chloro-2-fluoro-4-(trifluoromethyl)phenyl)-6,7,8,9-tetrahydro-5H-5,8-epiminocyclohepta[d]pyridazine-10-carboxamide ClC=1C(=CC(=C(C1)NC(=O)N1C2CCC1CC=1C=NN=CC12)F)C(F)(F)F